8-(5-chloro-2-fluorophenyl)-N2-(4-morpholinylphenyl)pyrido[3,4-d]pyrimidine-2,4-diamine ClC=1C=CC(=C(C1)C1=NC=CC2=C1N=C(N=C2N)NC2=CC=C(C=C2)N2CCOCC2)F